6-(1-isopropyl-1H-tetrazol-5-yl)pyridin-2-amine C(C)(C)N1N=NN=C1C1=CC=CC(=N1)N